2-Hydroxyethyl (4'-((2-(tert-butyl)-1H-imidazol-1-yl)methyl)-5-isobutyl-[1,1'-biphenyl]-2-yl)sulfonylcarbamate C(C)(C)(C)C=1N(C=CN1)CC1=CC=C(C=C1)C1=C(C=CC(=C1)CC(C)C)S(=O)(=O)NC(OCCO)=O